meta-isopropenyl-α,α-dimethylbenzylisocyanate C(=C)(C)C=1C=C(C(C)(C)N=C=O)C=CC1